[Si](C1=CC=CC=C1)(C1=CC=CC=C1)(C(C)(C)C)OCCCCCCCCCCOC1=CC=C(C2=CC=CC=C12)C(=O)OC methyl 4-((10-((tert-butyldiphenylsilyl)oxy)decyl)oxy)-1-naphthoate